ethyl 5-(tert-butoxycarbonylamino)-2-[3-[tert-butyl(dimethyl)silyl] oxy-3-methyl-butyl]-6-methoxy-pyrazolo[1,5-a]pyridine-3-carboxylate C(C)(C)(C)OC(=O)NC1=CC=2N(C=C1OC)N=C(C2C(=O)OCC)CCC(C)(C)O[Si](C)(C)C(C)(C)C